(2-methyl-1-benzothien-3-yl)-1-[(1-methyl-1H-pyrazol-4-yl)(1-methyl-piperidin-3-yl)sulfamoyl]urea CC=1SC2=C(C1N(C(=O)N)S(N(C1CN(CCC1)C)C=1C=NN(C1)C)(=O)=O)C=CC=C2